(1-(hydroxymethyl)-2-oxabicyclo[2.1.1]hex-4-yl)carbamic acid benzyl ester C(C1=CC=CC=C1)OC(NC12COC(C1)(C2)CO)=O